CN(C1=CC(=C(C=C1)OC)NC([C@@H](NCCCCCCC)CC(C)C)=O)C1=CC(OC2=CC=CC=C12)=O 4-(N-methyl-N-(3-(N-N-heptyl-L-leucinylamino)-4-methoxyphenyl)-amino)coumarin